N-(5-((4-([1,1'-biphenyl]-3-yl)-5-chloropyrimidin-2-yl)amino)pyridin-3-yl)-10-(2-((2-(2,6-dioxopiperidin-3-yl)-1-oxoisoindolin-4-yl)oxy)acetamido)decanamide C1(=CC(=CC=C1)C1=NC(=NC=C1Cl)NC=1C=C(C=NC1)NC(CCCCCCCCCNC(COC1=C2CN(C(C2=CC=C1)=O)C1C(NC(CC1)=O)=O)=O)=O)C1=CC=CC=C1